ClC=1C=C2C=C(NC2=CC1OCC=1N=CSC1)CNC(=O)NCCO 1-((5-chloro-6-(thiazol-4-ylmethoxy)-1H-indol-2-yl)methyl)-3-(2-hydroxyethyl)urea